CC1N(CCNC1)C(=O)[O-] 2-methylpiperazinecarboxylate